(3aR,6aS)-5-(6-Chloro-1-(cyclopropylmethyl)-1H-pyrazolo[3,4-d]pyrimidin-4-yl)hexahydro-1H-furo[3,4-c]pyrrole ClC1=NC(=C2C(=N1)N(N=C2)CC2CC2)N2C[C@@H]1[C@H](C2)COC1